N-[2-fluoro-3-(4-oxo-4,5,6,7-tetrahydro-3H-cyclopenta[d]pyrimidin-2-yl)-4-(trifluoromethyl)benzyl]isobutyramide zinc [Zn].FC1=C(CNC(C(C)C)=O)C=CC(=C1C=1NC(C2=C(N1)CCC2)=O)C(F)(F)F